N-[5-[(tert-butyldimethylsilyl)oxy]pyridin-2-yl]-4-(1-methyl-1H-indazol-6-yl)piperazine-1-carboxamide [Si](C)(C)(C(C)(C)C)OC=1C=CC(=NC1)NC(=O)N1CCN(CC1)C1=CC=C2C=NN(C2=C1)C